OCC1=CC=CC(=N1)C(=O)N 6-(hydroxymethyl)pyridinecarboxamide